FC1=C(OC=2N=CC(=NC2)NC([C@H](C)N2CC(N(CC2)C(=O)C=2N=CC(NC2)=O)(C)C)=O)C=CC(=C1)F (2S)-N-[5-(2,4-difluorophenoxy)pyrazin-2-yl]-2-[3,3-dimethyl-4-(5-oxo-4H-pyrazine-2-carbonyl)piperazin-1-yl]propanamide